calcium chlorocarbonate C([O-])(=O)Cl.[Ca+2].C([O-])(=O)Cl